D-aspartic acid β-t-butyl ester CC(C)(C)OC(=O)C[C@H](C(=O)O)N